caprylic acid, caprylate salt C(CCCCCCC)(=O)O.C(CCCCCCC)(=O)O